rac-(3'S,5S)-7-(azetidin-3-yl)-2-(2-ethoxypyridin-3-yl)-3'-ethyl-1'-[6-methoxy-2-(trifluoromethyl)pyridin-3-yl]spiro[6H-1,7-naphthyridine-5,4'-piperidine]-8-one TFA salt OC(=O)C(F)(F)F.N1CC(C1)N1C[C@@]2([C@@H](CN(CC2)C=2C(=NC(=CC2)OC)C(F)(F)F)CC)C=2C=CC(=NC2C1=O)C=1C(=NC=CC1)OCC |r|